CN1CCN(CC1)CCCOC1=CC(=C(C(=O)OC)C=C1OC)N Methyl 4-(3-(4-methylpiperazino)-1-propoxy)-5-methoxy-2-aminobenzoate